OCCCN1N=CC(=C1)C=1C=CC=2N(C1)N=CC2C#N 6-(1-(3-hydroxypropyl)-1H-pyrazol-4-yl)pyrazolo[1,5-a]pyridine-3-carbonitrile